ClC1=C(C=C(C=C1)C=1C=NC=CC1)CNC1=NN2C(NC(=CC2=O)CCC)=N1 2-[[2-chloro-5-(3-pyridyl)phenyl]methylamino]-5-propyl-4H-[1,2,4]triazolo[1,5-a]pyrimidin-7-one